N-(4,6-diamino-2-(1-(2,6-difluorobenzyl)-5-fluoro-1H-pyrazolo[3,4-b]pyridin-3-yl)pyrimidin-5-yl)-1-methylcyclobutane-1-carboxamide NC1=NC(=NC(=C1NC(=O)C1(CCC1)C)N)C1=NN(C2=NC=C(C=C21)F)CC2=C(C=CC=C2F)F